(4-((3'-Amino-2,2'-dimethyl-[1,1'-biphenyl]-3-yl)methoxy)-5-chloro-2-((5-cyanopyridin-3-yl)methoxy)benzyl)-D-serine methyl ester COC([C@H](NCC1=C(C=C(C(=C1)Cl)OCC=1C(=C(C=CC1)C1=C(C(=CC=C1)N)C)C)OCC=1C=NC=C(C1)C#N)CO)=O